2-(2,6-diazaspiro-[3.4]octan-6-yl)-ethanol C1NCC12CN(CC2)CCO